ClC1=C(C=C(CN(C2=C(NC=C2)C(=O)OCC)C([C@@H](NNC(=O)OCC)CCSC)=O)C=C1)OC(F)F Ethyl 3-((4-chloro-3-(difluoromethoxy) benzyl) ((((ethoxycarbonyl) amino) methionyl)) amino)-1H-pyrrole-2-carboxylate